FC1=C(C(=C(C(=C1C(=O)NC1=CC=C(C=C1)CCCC(=O)O)F)F)F)F 4-(4-(pentafluorobenzoyl)aminophenyl)butyric acid